3-aminomethyl-3,5,5-trimethylcyclohexane-1-amine NCC1(CC(CC(C1)(C)C)N)C